N-{[(4-Chlorophenyl)amino]carbonyl}-2,6-difluorobenzamide ClC1=CC=C(C=C1)NC(=O)NC(C1=C(C=CC=C1F)F)=O